FC1=C(C=CC(=C1)C1=CC2=C(N=C(N=C2)SC)N(C1=O)CCOC)NS(=O)(=O)CC1=C(C=CC=C1)F N-[2-Fluoro-4-[8-(2-methoxyethyl)-2-methylsulfanyl-7-oxo-pyrido[2,3-d]pyrimidin-6-yl]phenyl]-1-(2-fluorophenyl)methanesulfonamide